N-(cyanomethyl)-2-methoxy-4-(5-methyl-2-((1-methyl-1H-pyrazol-4-yl)amino)pyrimidin-4-yl)benzamide C(#N)CNC(C1=C(C=C(C=C1)C1=NC(=NC=C1C)NC=1C=NN(C1)C)OC)=O